NC(C(=O)O)CCCCC(=O)O 2-Aminoheptandiic acid